C1=NC=C(C2=CC=CC=C12)N1C(N(C2(CC2)[C@H]1C#N)C=1C=NC(=CC1)C(F)(F)F)=O (S)-6-(isoquinolin-4-yl)-5-oxo-4-(6-(trifluoromethyl)pyridin-3-yl)-4,6-diazaspiro[2.4]heptane-7-carbonitrile